C(C)OC(=O)C1=CC2=C([Se]1)C=C(C(=C2)OC)OC 5,6-dimethoxybenzo[b]selenophene-2-carboxylic acid ethyl ester